7-ethylnonyl 9-isothiocyanatohenicosanoate N(=C=S)C(CCCCCCCC(=O)OCCCCCCC(CC)CC)CCCCCCCCCCCC